N-(4-(1H-imidazol-2-yl)phenyl)-5-cyclopropylpyrazolo[1,5-a]pyrimidine-3-carboxamide N1C(=NC=C1)C1=CC=C(C=C1)NC(=O)C=1C=NN2C1N=C(C=C2)C2CC2